3-((1H-pyrazolo[3,4-b]pyridin-5-yl)ethynyl)-4-methyl-N-(4-(piperidin-1-yl)quinazolin-7-yl)benzamide N1N=CC=2C1=NC=C(C2)C#CC=2C=C(C(=O)NC1=CC=C3C(=NC=NC3=C1)N1CCCCC1)C=CC2C